N1(CCOCC1)CCN1N=C(C(=C1)NC(C1=NC(=CC=C1)C=1C=NNC1)=O)C1=NC=CC=C1 N-(1-(2-morpholinylethyl)-3-(pyridin-2-yl)-1H-pyrazol-4-yl)-6-(1H-pyrazol-4-yl)picolinamide